5-(1-Methyl-1H-benzo[d][1,2,3]triazol-6-yl)-N-(1-methylpiperidin-4-yl)-7H-pyrrolo[2,3-d]pyrimidin-2-amine CN1N=NC2=C1C=C(C=C2)C2=CNC=1N=C(N=CC12)NC1CCN(CC1)C